6-bromo-decyl-benzoquinone BrC(CCCCCC=1C(C=CC(C1)=O)=O)CCCC